2-bromoimidazo[5,1-b]thiazole-7-carboxylate BrC1=CN2C(S1)=C(N=C2)C(=O)[O-]